CCCCCC/C=C\CCCCCCCC(=O)OC[C@H](COP(=O)([O-])OCC[N+](C)(C)C)OC(=O)CCCCCC/C=C\C/C=C\C/C=C\C/C=C\CC 1-(9Z-hexadecenoyl)-2-(8Z,11Z,14Z,17Z-eicosatetraenoyl)-sn-glycero-3-phosphocholine